5-[(3-{4-[(1,1-dioxo-1λ6-thian-4-yl)amino]-1-(2,2,2-trifluoroethyl)-1H-indol-2-yl}prop-2-yn-1-yl)amino]-N-methylpyridine-2-carboxamide O=S1(CCC(CC1)NC1=C2C=C(N(C2=CC=C1)CC(F)(F)F)C#CCNC=1C=CC(=NC1)C(=O)NC)=O